ClC1=CC=C(CN2C[C@@H](CCC2)C2=CC=NC=3N2N=C(C3CNC[C@H]3CC(OCC3)(C)C)C)C=C1 |r| (+/-)-1-(7-((R/S)-1-(4-chlorobenzyl)piperidin-3-yl)-2-methylpyrazolo[1,5-a]pyrimidin-3-yl)-N-(((R/S)-2,2-dimethyltetrahydro-2H-pyran-4-yl)methyl)methylamine